ClC1=CC=CC=2C(N=C3N(C12)C1=CC=C(C=C1C3(C)C)C3CCNCC3)=O chloro-7,7-dimethyl-9-(piperidin-4-yl)indolo[1,2-a]quinazolin-5(7H)-one